(R)-N-(1-(3-(6-aminopyridin-3-yl)-5-(1-methyl-1H-pyrazol-4-yl)phenyl)ethyl)-5-(2-(dimethylamino)ethoxy)-2-methylbenzamide NC1=CC=C(C=N1)C=1C=C(C=C(C1)C=1C=NN(C1)C)[C@@H](C)NC(C1=C(C=CC(=C1)OCCN(C)C)C)=O